CC1=C(C(=O)NC2(CC2)C2=C3C=CC=NC3=CC(=C2)C=C)C=C(C=C1)O[C@@H](C)[C@H]1N(CC1)C 2-Methyl-5-((S)-1-((S)-1-methylazetidin-2-yl)ethoxy)-N-(1-(7-vinylquinolin-5-yl)cyclopropyl)benzamide